CC1=CC=C(C=C1)S(=O)(=O)O.ClC1=C(C=CC=C1Cl)N1CCN(CC1)CC[C@@H]1C[C@H](C1)NC(=O)C=1OC=CN1 N-(trans-3-(2-(4-(2,3-dichlorophenyl)piperazin-1-yl)ethyl)cyclobutyl)oxazole-2-carboxamide p-toluenesulfonate